COC1=C(C=CC=C1)\C=C\C(=O)C1=C(C=CC=C1OC)O[Si](C)(C)C 2,6'-dimethoxy-2'-(trimethylsilyl)oxychalcone